[K].CC(CCCCC)(C)C1=C(C=C(C=C1)C)O 2-(1,1-dimethylhexyl)-5-methylphenol, Potassium salt